PP.[K].[K] Dipotassium Diphosphane